C(C(C)C)S i-butanethiol